N-(4-(6-cyanopyrazin-2-yl)phenyl)-2-(2-(cyclopropanesulfonamido)thiazol-4-yl)-2-methylpropanamide C(#N)C1=CN=CC(=N1)C1=CC=C(C=C1)NC(C(C)(C)C=1N=C(SC1)NS(=O)(=O)C1CC1)=O